7-cyclopropyl-1-(4-(difluoromethoxy)phenyl)-3-(2-(methoxymethyl)-1-methyl-1H-benzo[d]imidazol-6-yl)-2(1H)-quinoxalinone C1(CC1)C1=CC=C2N=C(C(N(C2=C1)C1=CC=C(C=C1)OC(F)F)=O)C=1C=CC2=C(N(C(=N2)COC)C)C1